C(C(C)C)(=O)OC[C@H]1O[C@H]([C@]([C@@H]1O)(C)F)N1C2=NC(=NC(=C2N=C1)NC)N ((2R,3R,4R,5R)-5-(2-amino-6-(methylamino)-9H-purin-9-yl)-4-fluoro-3-hydroxy-4-methyltetrahydrofuran-2-yl)methyl isobutyrate